10-(naphthalen-1-yl)anthracene C1(=CC=CC2=CC=CC=C12)C1=C2C=CC=CC2=CC2=CC=CC=C12